O=C1NC(CCC1N1C(N(C2=C1C=CC(=C2N2CC(C(CC2)N(C(OC(C)(C)C)=O)C)F)OC)C)=O)=O tert-butyl N-[1-[1-(2,6-dioxo-3-piperidyl)-5-methoxy-3-methyl-2-oxo-benzimidazol-4-yl]-3-fluoro-4-piperidyl]-N-methyl-carbamate